C1(=CC=CC=C1)NN1N=C(C=2CCC=3C=NC=NC3C21)C(=O)O (phenylamino)-4,5-dihydro-1H-pyrazolo[4,3-h]quinazoline-3-carboxylic acid